1,1-bis[4-(4-aminophenyl)phenyl]-4-(4-ethylphenyl)cyclohexane tert-butyl-1-formyl-3-trityl-3,8-diazabicyclo[3.2.1]octane-8-carboxylate C(C)(C)(C)OC(=O)N1C2(CN(CC1CC2)C(C2=CC=CC=C2)(C2=CC=CC=C2)C2=CC=CC=C2)C=O.NC2=CC=C(C=C2)C2=CC=C(C=C2)C2(CCC(CC2)C2=CC=C(C=C2)CC)C2=CC=C(C=C2)C2=CC=C(C=C2)N